C(C)N(S(=O)(=O)NC=1C(=C(C(=O)C2=CNC3=NC=C(C=C32)C3=CC=C(C=C3)CN3CC(CC3)C(=O)O)C(=CC1)F)F)C 1-[[4-[3-[3-[[Ethyl(methyl)sulfamoyl]amino]-2,6-difluoro-benzoyl]-1H-pyrrolo[2,3-b]pyridin-5-yl]phenyl]methyl]pyrrolidine-3-carboxylic acid